2-methyl-3-methyl-1,6-octadiene CC(=C)C(CCC=CC)C